O=C(C(=O)C1OCCC1(C(=O)NN)C1=CC=CC=C1)N1CC(CCC1)COC1=CC=CC=C1 (2-oxo-2-(3-(phenoxymethyl)piperidin-1-yl)acetyl)-3-phenyltetrahydrofuran-3-hydrazide